C(C)(C)(C)N(C(O)=O)CC1=NC=C2C=CC(=NC2=C1)C1=CC(=CC=C1)OC(F)F.C(CC)N1CCN(CC1)C1=CC=C(C=C1)B1OC(C(O1)(C)C)(C)C 1-propyl-4-[4-(4,4,5,5-tetramethyl-1,3,2-dioxaborolan-2-yl)phenyl]piperazine tert-butyl-((2-(3-(difluoromethoxy)phenyl)-1,6-naphthyridin-7-yl)methyl)carbamate